O1C=NC=C1CC=1C=C(CNCCCCOCCOC2=C3C=NNC3=CC(=C2)C2=CN=NC=C2)C=C(C1)OC(F)(F)F N-(3-(oxazol-5-ylmethyl)-5-(trifluoromethoxy)benzyl)-4-(2-((6-(pyridazin-4-yl)-1H-indazol-4-yl)oxy)ethoxy)butan-1-amine